3-(2,6-dichlorophenyl)-5-methylisoxazoleformamide ClC1=C(C(=CC=C1)Cl)C1(NOC(=C1)C)C(=O)N